C(C1CO1)OC(C1=CC(C(=O)OCC2CO2)=CC=C1)=O.C(C1=CC=C(C(=O)OCC2CO2)C=C1)(=O)OCC1CO1 diglycidyl terephthalate diglycidyl-isophthalate